FC1(CC2(C1)C[C@H](N(CC2)CC2=C1C=CN(C1=C(C=C2OC)C)C(=O)OC(C)(C)C)C2=C(C=C(C=C2)C(=O)OC)NCCS(=O)(=O)C)F tert-butyl 4-{[(6S)-2,2-difluoro-6-{2-[(2-methanesulfonylethyl)amino]-4-(methoxycarbonyl)phenyl}-7-azaspiro[3.5]nonan-7-yl]methyl}-5-methoxy-7-methylindole-1-carboxylate